FC1=NC=C(C(=C1[N+](=O)[O-])N)F 2,5-Difluoro-3-nitropyridin-4-amine